methyl (E)-3-(5-(N-(4-(1-methyl-1H-indazol-5-yl)benzyl)benzamido)pyridin-3-yl)acrylate CN1N=CC2=CC(=CC=C12)C1=CC=C(CN(C(C2=CC=CC=C2)=O)C=2C=C(C=NC2)/C=C/C(=O)OC)C=C1